C(C1=CC=CC=C1)OCC1CN(C1)C1=CC2=C(C(OC2)=O)C=C1 5-{3-[(benzyloxy)methyl]azetidin-1-yl}-3H-2-benzofuran-1-one